C(#N)/C(/C(=O)N[C@H](C)C1=CC(=C(C=C1)OC)OC)=C/C1=CNC2=NC=C(C=C21)C2=CC=C(C=C2)CCN(C)C (R,Z)-2-cyano-N-(1-(3,4-dimethoxyphenyl)ethyl)-3-(5-(4-(2-(dimethylamino)ethyl)phenyl)-1H-pyrrolo[2,3-b]pyridin-3-yl)acrylamide